(R)-N-((3-CYANO-4-((1-(CYCLOHEPTYLTHIO)-4-(DIMETHYLAMINO)BUTAN-2-YL)AMINO)-5-FLUOROPHENYL)SULFONYL)-1-METHOXYCYCLOHEXANE-1-CARBOXAMIDE C(#N)C=1C=C(C=C(C1N[C@@H](CSC1CCCCCC1)CCN(C)C)F)S(=O)(=O)NC(=O)C1(CCCCC1)OC